ClC1=C(C(=CC=C1Cl)O)[C@H]1C[C@@H]2N(C(O[C@@H]2C(CO)O)=O)C1 (1S,6R,7aS)-6-(2,3-dichloro-6-hydroxyphenyl)-1-(1,2-dihydroxyethyl)-tetrahydro-1H-pyrrolo[1,2-c][1,3]oxazol-3-one